(S)-1-(5-(trifluoromethyl)-1,3,4-oxadiazol-2-yl)ethanamine FC(C1=NN=C(O1)[C@H](C)N)(F)F